2-(naphth-1-yl)-4,6-Bis(trichloromethyl)-s-triazine C1(=CC=CC2=CC=CC=C12)C1=NC(=NC(=N1)C(Cl)(Cl)Cl)C(Cl)(Cl)Cl